ClC=1C=C(OC2CCC(CC2)NC(=O)C=2N=NC(=CC2)N2CCC(CC2)CN2CCN(CC2)C2=CC=C(C=C2)C=2NC(NC(C2)=O)=O)C=CC1C#N N-((1r,4r)-4-(3-chloro-4-cyanophenoxy)cyclohexyl)-6-(4-((4-(4-(2,6-dioxo-1,2,3,6-tetrahydropyrimidin-4-yl)phenyl)piperazin-1-yl)methyl)piperidin-1-yl)pyridazine-3-carboxamide